1-(6-amino-2-((dimethylamino)methyl)pyridin-3-yl)-4-(methoxymethyl)piperidin NC1=CC=C(C(=N1)CN(C)C)N1CCC(CC1)COC